2-Benzyl-5-fluoro-2H-indazole-6-carboxylic acid C(C1=CC=CC=C1)N1N=C2C=C(C(=CC2=C1)F)C(=O)O